N-propyl-N'-nonylurea C(CC)NC(=O)NCCCCCCCCC